(RS)-tert-butyl 2,2-difluoro-6-(4-(3-hydroxyoxetan-3-yl)phenyl)-7-azaspiro[3.5]nonane-7-carboxylate FC1(CC2(C1)C[C@@H](N(CC2)C(=O)OC(C)(C)C)C2=CC=C(C=C2)C2(COC2)O)F |r|